1-(4-chlorophenyl)-N-cyclopropyl-N-methyl-1H-1,2,4-triazole-3-carboxamide ClC1=CC=C(C=C1)N1N=C(N=C1)C(=O)N(C)C1CC1